tert-butyl 5-bromo-1-trityl-1H-indazole-3-carboxylate BrC=1C=C2C(=NN(C2=CC1)C(C1=CC=CC=C1)(C1=CC=CC=C1)C1=CC=CC=C1)C(=O)OC(C)(C)C